(4-(2',3',4',5'-tetrahydro-[1,1'-biphenyl]-4-yl)-1H-indazol-3-yl)glycine C1(=CC=C(C=C1)C1=C2C(=NNC2=CC=C1)NCC(=O)O)C=1CCCCC1